3,3'-dicarboxy-4,4'-diaminobiphenyl C(=O)(O)C=1C=C(C=CC1N)C1=CC(=C(C=C1)N)C(=O)O